ClC=1C=NC=C(C1[C@@H](C)OC=1C=C2C(=NN(C2=CC1)C1OCCCC1)C1=CC=C(N=N1)N1CC(C1)(N)CC)Cl [6-[5-[(1R)-1-(3,5-dichloro-4-pyridinyl)ethoxy]-1-tetrahydropyran-2-yl-indazol-3-yl]pyridazin-3-yl]-3-ethyl-azetidin-3-amine